C(C1=CC=CC=C1)(=O)C1=NC(=NC(=C1)C1=CC=CC=C1)NS(=O)(=O)C1=CC=CC=C1 N-(4-benzoyl-6-phenyl-pyrimidin-2-yl)benzenesulfonamide